C(C)ONC(C(C)C)=O N-Ethoxy-2-methylpropanamide